C1(CC1)C=1C=CC(=C(C1)NC(=O)C=1OC(=CC1)C1=CC=NC=C1)N1CC[C@](CCC1)(C)O (R)-N-(5-cyclopropyl-2-(4-hydroxy-4-methylazepan-1-yl)phenyl)-5-(pyridin-4-yl)-furan-2-carboxamide